(1-(3-methoxy-4-(methylsulfinyl)phenyl)ethyl)carbamic acid tert-butyl ester C(C)(C)(C)OC(NC(C)C1=CC(=C(C=C1)S(=O)C)OC)=O